FC=1C=C2C(N(C(=NC2=CC1F)C)C1=CC=C(C=C1)NC(CC1=CC=C(C=C1)C(F)(F)F)=O)=O N-(4-(6,7-difluoro-2-methyl-4-oxoquinazolin-3(4H)-yl)phenyl)-2-(4-(trifluoromethyl)phenyl)acetamide